5-chloro-1-(3-hydroxycyclobutyl)-1'-[1-(4-methanesulfonylphenoxy)propan-2-yl]-1,2-dihydrospiro[indole-3,4'-piperidin]-2-one ClC=1C=C2C(=CC1)N(C(C21CCN(CC1)C(COC1=CC=C(C=C1)S(=O)(=O)C)C)=O)C1CC(C1)O